Dihydroxyl-mandelic acid OC1=C(C(C(=O)O)(O)O)C=CC=C1